4-(7-chloro-[1,2,4]triazolo[1,5-a]pyridin-6-yl-2-d)-3,6-dihydropyridin ClC1=CC=2N(C=C1C=1CC=NCC1)N=C(N2)[2H]